imidazoquinolinic acid ammonium salt [NH4+].N1C(=NC=2C=CC=3C=CC=NC3C21)C(=O)[O-]